COC1=CC2=C(C(N3C(O2)CCC3)=O)C=C1 6-methoxy-1,2,3,3a-tetrahydro-9H-benzo[e]pyrrolo[2,1-b][1,3]oxazin-9-one